Z-1,2,4-oxadiazol-5-one O1NC=NC1=O